BrC=1C=C2[O+]=C3C=CC(=CC3=C(C2=CC1)C1=C(C=C(C=C1)S(=O)(=O)O)S(=O)(=O)[O-])N1C=NC=C1 2-(6-bromo-2-(1H-imidazol-1-yl)xanthylium-9-yl)-5-sulfobenzenesulfonate